3-(3-(1,2,3,4-tetrahydro-1,8-naphthyridin-2-yl)propyl)-1H-pyrazole-1-carboxylic acid tert-butyl ester C(C)(C)(C)OC(=O)N1N=C(C=C1)CCCC1NC2=NC=CC=C2CC1